C(C)(C)N1CCN(CC1)NC(=O)NC1=CN=C(S1)N1C=CC2=C1N=CN=C2N2C(CCC2)C2=NC(=CC=C2)OC 1-(4-isopropylpiperazin-1-yl)-3-(2-(4-(2-(6-methoxypyridin-2-yl)pyrrolidin-1-yl)-7H-pyrrolo[2,3-d]pyrimidin-7-yl)thiazol-5-yl)urea